C1(CCCCC1)CN1CC(CC1)CNC(=O)N1CCN(CC1)C1=NC(=NO1)C1=CC=C(C=C1)OC N-((1-(cyclohexylmethyl)pyrrolidin-3-yl)methyl)-4-(3-(4-methoxyphenyl)-1,2,4-oxadiazol-5-yl)piperazine-1-carboxamide